(3,3-dimethylcyclohexyl) ethylmethylpropane-1,3-dioate C(C)C(C(=O)OC1CC(CCC1)(C)C)(C(=O)[O-])C